(4-(2-Chloropyrimidin-5-yl)phenyl)methanol ClC1=NC=C(C=N1)C1=CC=C(C=C1)CO